(2R,3R,11bR)-3-(2,2-dimethylpropyl)-10-methoxy-9-[(1-methylazetidin-3-yl)oxy]-1H,2H,3H,4H,6H,7H,11bH-pyrido[2,1-a]isoquinolin-2-ol CC(C[C@H]1[C@@H](C[C@H]2N(CCC3=CC(=C(C=C23)OC)OC2CN(C2)C)C1)O)(C)C